ClC=1C(=NC=C(C1)N1N=CN(C1=O)CC1=C(C=CC=C1F)F)OC1=C(N=C(S1)C(=O)[O-])C 5-[[3-chloro-5-[4-[(2,6-difluorophenyl) methyl]-5-oxo-1,2,4-triazol-1-yl]-2-pyridyl] oxy]-4-methyl-thiazole-2-carboxylate